FC1(C[C@]12CC=1N(N=C(C1C1=C3C(=NC=C1F)NN=C3)C3=NC=C(C=C3)F)C2)F (S)-2,2-Difluoro-3'-(5-fluoro-1H-pyrazolo[3,4-b]pyridin-4-yl)-2'-(5-fluoropyridin-2-yl)-4'H,6'H-spiro[cyclopropane-1,5'-pyrrolo[1,2-b]pyrazole]